3-[(2-Imino-2-oxo-1,3-dihydro-2-benzothiophen-5-yl)amino]-5-methyl-6-(1-methylbenzimidazol-4-yl)pyrazine-2-carboxamide N=S1(CC2=C(C1)C=CC(=C2)NC=2C(=NC(=C(N2)C)C2=CC=CC=1N(C=NC12)C)C(=O)N)=O